NCCOC[C@@]12C[C@H](N([C@H]2C1)C(CNC(CCCOC1=CC=CC=C1)=O)=O)C(=O)N[C@H](C)C1=CC(=CS1)C(=N)NC(OC(C)(C)C)=O tert-butyl ((5-((R)-1-((1S,3S,5R)-5-((2-aminoethoxy)methyl)-2-((4-phenoxybutanoyl)glycyl)-2-azabicyclo[3.1.0]hexane-3-carboxamido)ethyl)thiophen-3-yl) (imino)methyl)carbamate